C(=O)(OC(C)(C)C)C(CCCCCC)(N)N Boc-heptanediamine